1,1,1,3,3,3-Hexafluoropropan-2-yl (S)-1-((2-oxaspiro[3.3]heptan-6-yl)carbamoyl)-6-azaspiro[2.5]octan-6-carboxylat C1OCC12CC(C2)NC(=O)[C@H]2CC21CCN(CC1)C(=O)OC(C(F)(F)F)C(F)(F)F